BrC1=C(C=C(C(=C1)F)OC)S(=O)(=O)NC(C(=O)N)C(C)C 2-(2-bromo-4-fluoro-5-methoxyphenylsulfonylamino)-3-methylbutyramide